tert-butyl (4S)-4-formyl-2,2-dimethyl-oxazolidine-3-carboxylate C(=O)[C@H]1N(C(OC1)(C)C)C(=O)OC(C)(C)C